BrC=1C=C(C=CC1)C1(OCCO1)C1=CC=CC=C1 2-(3-bromophenyl)-2-phenyl-1,3-dioxolane